4-amino-3-[6-(3-trifluoromethylphenyl)pyridin-3-ylazo]naphthalene-1-sulfonic acid NC1=C(C=C(C2=CC=CC=C12)S(=O)(=O)O)N=NC=1C=NC(=CC1)C1=CC(=CC=C1)C(F)(F)F